2-(4-(benzyloxymethyl)-2,6-dichlorobenzamido)-3-(3-((R)-2,3-dihydro-1H-inden-1-yl)ureido)propanoic Acid C(C1=CC=CC=C1)OCC1=CC(=C(C(=O)NC(C(=O)O)CNC(=O)N[C@@H]2CCC3=CC=CC=C23)C(=C1)Cl)Cl